CN(C(C)=O)C=1C(=NC=C(C1)C(F)(F)F)NC1=NC(=NS1)C=1C=C2C(=CN1)N(CC2(C)C)C N-methyl-N-(5-(trifluoromethyl)-2-(3-(1,3,3-trimethyl-2,3-dihydro-1H-pyrrolo[2,3-c]pyridin-5-yl)-1,2,4-thiadiazol-5-ylamino)pyridin-3-yl)acetamide